2-bromo-N-(2-bromophenylethyl)benzamide BrC1=C(C(=O)NCCC2=C(C=CC=C2)Br)C=CC=C1